octahydro-2(1H)-naphthalenone C1C(CCC2CCCCC12)=O